NC1=NC(=C(C=2N1C(N(N2)CC2=CC=NN2)=O)C2=CC(=NC(=C2)C)C)C2=CC=CC=C2 5-amino-8-(2,6-dimethyl-4-pyridinyl)-7-phenyl-2-(1H-pyrazol-5-ylmethyl)-[1,2,4]triazolo[4,3-c]pyrimidin-3-one